C[C@]1(O)[C@@H](O)[C@H](O)[C@H](O)CO1 Methyl-β-D-Arabinopyranose